N-((1R,6S)-2,2-difluoro-6-((1-isopropylpiperidin-4-yl)oxy)cyclohexyl)-2-(2,3',5'-trifluoro-[1,1'-biphenyl]-3-yl)acetamide FC1([C@@H]([C@H](CCC1)OC1CCN(CC1)C(C)C)NC(CC=1C(=C(C=CC1)C1=CC(=CC(=C1)F)F)F)=O)F